FC1(CN(CC1)C1=NC(=CC(=C1NC(=O)C=1C=NC(=NC1)C(C)C)C1=CC=CC=C1)C(F)(F)F)F N-[2-(3,3-difluoropyrrolidin-1-yl)-4-phenyl-6-(trifluoromethyl)-3-pyridyl]-2-isopropyl-pyrimidine-5-carboxamide